rac-(1S,2R)-2-fluoro-1-methyl-2-vinylcyclopropane-1-carboxylic acid F[C@@]1([C@@](C1)(C(=O)O)C)C=C |r|